C1(CCCCC1)C1CNCC(C1)C(N(CC1=CC=C(C=C1)C=1C=NNC1)C1CC1)=O 3-cyclohexyl-5-[cyclopropyl({[4-(1H-pyrazol-4-yl)phenyl]methyl})carbamoyl]piperidin